ClC1=CC=C2C(=CNC2=C1F)\C=C\1/NC(N(C1=O)C(CO)C1=CC(=C(C#N)C=C1)F)=O (Z)-4-(1-(4-((6-chloro-7-fluoro-1H-indol-3-yl)methylene)-2,5-dioxoimidazolidin-1-yl)-2-hydroxyethyl)-2-fluorobenzonitrile